NCCC=1N=CC(=NC1)C1=C(C=C(C#N)C=C1)OC=1N(N=C(C1)C1=CC=CC=C1)C 4-[5-(2-aminoethyl)pyrazin-2-yl]-3-(2-methyl-5-phenylpyrazol-3-yl)oxybenzonitrile